(S)-3-(benzo[d][1,3]dioxolan-5-yl)-6-((1-(6-methoxypyridin-3-yl)ethyl)amino)-4H-pyrano[2,3-c]pyridin-4-one O1COC2=C1C=CC(=C2)C=2C(C=1C(=CN=C(C1)N[C@@H](C)C=1C=NC(=CC1)OC)OC2)=O